(E)-1-[2-hydroxy-3-[(2E,5E)-7-hydroxy-3,7-dimethyl-octa-2,5-dienyl]-4-methoxyphenyl]-3-(4-hydroxyphenyl)prop-2-en-1-one OC1=C(C=CC(=C1C\C=C(\C\C=C\C(C)(C)O)/C)OC)C(\C=C\C1=CC=C(C=C1)O)=O